C(C)N1CC(C1)C1=CC=C(N=N1)C1=C(C=C(C=C1)C=1N=CC=2N(C1)C=C(N2)C)O 2-(6-(1-ethylazetidin-3-yl)pyridazin-3-yl)-5-(2-methylimidazo[1,2-a]pyrazin-6-yl)phenol